CC1(C(CCCC1)O)OO[Si](CC)(CC)CC 2-Methyl-2-((triethylsilyl)peroxy)cyclohexan-1-ol